1-((2R,4aS,4bR,6aS,7S,7aS,8aR,8bR,8cR,10aR)-2-hydroxy-2,6a-dimethyloctadecahydrocyclopenta[4,5]cyclopenta[1,2-a]phenanthren-7-yl)-2-(4-(methylthio)-1H-pyrazol-1-yl)ethane-1-one O[C@@]1(CC[C@@H]2[C@H]3CC[C@]4(C(C3CCC2C1)[C@H]1[C@@H]([C@@H]4C(CN4N=CC(=C4)SC)=O)CCC1)C)C